N-(3,6-dimethyl-9H-thioxanthen-9-yl)-2-oxo-6-(trifluoromethyl)-5-vinyl-1,2-dihydropyridine-3-carboxamide CC=1C=CC=2C(C3=CC=C(C=C3SC2C1)C)NC(=O)C=1C(NC(=C(C1)C=C)C(F)(F)F)=O